C1(C=CC=C1)[Ti](C1=C(C(=CC=C1F)NC(CCC)=O)F)(C1=C(C(=CC=C1F)NC(CCC)=O)F)C1C=CC=C1 bis(cyclopentadienyl)bis[2,6-difluoro-3-(N-ethylacetylamino)phenyl]titanium